2-(6-(6-propyl-2-((4-(9-methyl-3,9-diazaspiro[5.5]undec-3-yl)phenyl)amino)-7H-pyrrolo[2,3-d]pyrimidin-7-yl)pyridin-2-yl)propan-2-ol C(CC)C1=CC2=C(N=C(N=C2)NC2=CC=C(C=C2)N2CCC3(CC2)CCN(CC3)C)N1C1=CC=CC(=N1)C(C)(C)O